phenyl-sulfonic anhydride C1(=CC=CC=C1)S(=O)(=O)OS(=O)(=O)C1=CC=CC=C1